C(C1=CC=CC=C1)N1CCC2(CC1)C(N(C1=CC=CC(=C12)O)CC(=O)NCC(F)(F)F)=O 2-{1'-benzyl-4-hydroxy-2-oxo-1,2-dihydrospiro[indole-3,4'-piperidine]-1-yl}-N-(2,2,2-trisFluoroethyl)acetamide